NC1=CC=C(C(=O)NC2=CC(=CC=C2)N)C=C1 4-amino-N-(3-aminophenyl)-benzamide